2-(trimethylsilyl)-1H-thieno[3,2-f]indazol-4-yl trifluoromethanesulfonate FC(S(=O)(=O)OC1=C2CN(NC2=CC2=C1C=CS2)[Si](C)(C)C)(F)F